Nickel-tantalum [Ta].[Ni]